(4S,9aS)-4-amino-octahydropyrrolo[2,1-c][1,4]oxazepine-5-one N[C@@H]1C(N2[C@H](COC1)CCC2)=O